6-(2-methyl-6-(4H-1,2,4-triazol-3-yl)pyridin-3-yl)-4-(2-(tetrahydro-2H-pyran-4-yl)ethyl)-3,4-dihydropyrazino[2,3-b]pyrazin-2(1H)-one CC1=NC(=CC=C1C=1N=C2C(=NC1)NC(CN2CCC2CCOCC2)=O)C2=NN=CN2